5-(2-((cyclopropyl(5-methylthiazol-2-yl)methyl)amino)-2-oxoacetyl)-N-(4-fluoro-3-methylphenyl)-1,2,4-trimethyl-1H-pyrrole-3-carboxamide C1(CC1)C(C=1SC(=CN1)C)NC(C(=O)C1=C(C(=C(N1C)C)C(=O)NC1=CC(=C(C=C1)F)C)C)=O